FC1=CC=C(OC(=O)NS(=O)(=O)C(F)(F)F)C=C1 4-Fluorophenoxycarbonyl-Trifluoromethyl-Sulfonamide